C[C@H](CCCCC)C1=CC=C(C=C1)OC (R)-1-(hept-2-yl)-4-methoxybenzene